C(C1=CC=CC=C1)C1(C[C@@H]2[C@@H](CN(C2)CC(O)C=2C=C3CCC(NC3=CC2)=O)C1)O rac-6-(2-((3aR,5r,6aS)-5-benzyl-5-hydroxyhexahydrocyclopenta[c]pyrrol-2(1H)-yl)-1-hydroxyethyl)-3,4-dihydroquinolin-2(1H)-one